C(C)(C)(C)C=1C=C(N(N1)C=1C=NC=C(C1)F)NC(=O)NC1=C(C=C(C=C1)OC1=CC=NC=2NC(CCC12)=O)SC 1-[5-tert-butyl-2-(5-fluoro-3-pyridyl)pyrazol-3-yl]-3-[2-methylsulfanyl-4-[(7-oxo-6,8-dihydro-5H-1,8-naphthyridin-4-yl)oxy]phenyl]urea